4-(2-nitrovinyl)phenol [N+](=O)([O-])C=CC1=CC=C(C=C1)O